6-allyl-7-(1-propionyl-2-hydroxy-1-propenyl)-1-p-toluenesulfonyl-2,3,4,5-tetrahydro-1H-azepine C(C=C)C=1CCCCN(C1C(=C(C)O)C(CC)=O)S(=O)(=O)C1=CC=C(C)C=C1